ClC1=CC2=C(NC(=N2)N2N=CC=C2)C=C1F 1-(5-Chloro-6-fluoro-1H-benzoimidazol-2-yl)-1H-pyrazole